BrC1=CC=C(C=C1)C=1N(C2=CC=C(C=C2C1)COCCOC)C1CCOCC1 2-(4-bromophenyl)-5-((2-methoxyethoxy)methyl)-N-(tetrahydro-2H-pyran-4-yl)-1H-indole